C1(=CC=CC=C1)[C@@H](N)CO (R)-2-Phenylglycinol